Chromium-zinc [Zn].[Cr]